C(C)(C)C1=C(NC2=CC=C(C=C12)C1CCC(CC1)C(=O)O)C=1C=C(C=2N(C1)N=CN2)C 4-(3-isopropyl-2-(8-methyl-[1,2,4]triazolo[1,5-a]pyridin-6-yl)-1H-indol-5-yl)cyclohexanecarboxylic acid